4-(2-(5-((1R,4R,7R)-7-Amino-2-azabicyclo[2.2.1]heptan-2-carbonyl)-7-methoxy-1-methyl-1H-benzo[d]imidazol-2-yl)-1-(cyclopropylmethyl)-1H-indol-7-yl)piperidin-1-carboxamid N[C@H]1[C@@H]2N(C[C@H]1CC2)C(=O)C2=CC1=C(N(C(=N1)C=1N(C3=C(C=CC=C3C1)C1CCN(CC1)C(=O)N)CC1CC1)C)C(=C2)OC